methyl 3-[5-[(3R)-3-amino-1,1,4-trioxo-5-[[4-(trifluoromethoxy)phenyl] methyl]-2,3-dihydro-1λ6,5-benzothiazepin-7-yl]-1,3,4-oxadiazol-2-yl]pyrrolidine-1-carboxylate N[C@H]1CS(C2=C(N(C1=O)CC1=CC=C(C=C1)OC(F)(F)F)C=C(C=C2)C2=NN=C(O2)C2CN(CC2)C(=O)OC)(=O)=O